C(C)N1N=CC=C1C1=CC=C(C=C1)[C@H](CO)NC(=O)[C@H]1N(C[C@@H](C1)O)C(=O)O (2S,4R)-2-({(1R)-1-[4-(1-ethyl-1H-pyrazol-5-yl)phenyl]-2-hydroxyethyl}carbamoyl)-4-hydroxypyrrolidine-1-carboxylic acid